COC(=O)C=1C(=C2CCNCC2=CC1Cl)Cl 5,7-dichloro-1,2,3,4-tetrahydroisoquinoline-6-carboxylic acid methyl ester